ClC1=C(C(=CC(=C1)F)F)N1C=C(C(C2=CC(=C(N=C12)N1C[C@H]([C@@H](C1)O)O)F)=O)C(=O)NC(C(F)(F)F)(C)C 1-(2-chloro-4,6-difluorophenyl)-7-[(3R,4R)-3,4-dihydroxypyrrolidin-1-yl]-6-fluoro-4-oxo-N-(1,1,1-trifluoro-2-methylpropan-2-yl)-1,4-dihydro-1,8-naphthyridine-3-carboxamide